2,7-dibromo-9H-fluorenone BrC1C(C=2CC3=CC(=CC=C3C2C=C1)Br)=O